Ethyl 2-(2-fluoro-4-(((5-oxo-4-(4-(trifluoromethyl)phenyl)-4,5-dihydro-1H-1,2,4-triazol-1-yl)methyl)thio)phenoxy)acetate FC1=C(OCC(=O)OCC)C=CC(=C1)SCN1N=CN(C1=O)C1=CC=C(C=C1)C(F)(F)F